FC1(CCC(CC1)[C@H](NC(=O)C1=CC=NN1CC)C=1N=C2N(N=C(C(=C2)C(C)O)CC2C(NC[C@@H](C2)C(F)(F)F)=O)C1)F N-((1S)-(4,4-difluorocyclohexyl)(7-(1-hydroxyethyl)-6-(((5R)-2-oxo-5-(trifluoromethyl)piperidin-3-yl)methyl)imidazo[1,2-b]pyridazin-2-yl)methyl)-1-ethyl-1H-pyrazole-5-carboxamide